NC1=NC(=C(C=C1C=1C=C2CCNC(C2=CC1F)=O)C1=CC=C(C=C1)C=1CCN(CC1)C)Cl 6-(2-amino-6-chloro-5-(4-(1-methyl-1,2,3,6-tetrahydropyridin-4-yl)phenyl)pyridin-3-yl)-7-fluoro-3,4-dihydroisoquinolin-1(2H)-one